OC1=CC=C2C=3C(=CC(=CC3C=CC2=C1)OC)OC 7-hydroxy-2,4-dimethoxyphenanthrene